The molecule is an (omega-1)-hydroxy fatty acid that is octadecanoic acid (stearic acid) in which the 17-pro-R hydrogen is replaced by a hydroxy group. It is an (omega-1)-hydroxy fatty acid and a hydroxyoctadecanoic acid. C[C@H](CCCCCCCCCCCCCCCC(=O)O)O